[C@H]12OC[C@H](N(C1)C1CCN(CC1)C(=O)C1=CC=C(C3=C1CCO3)NC3=CC(=C1C(=N3)NC=C1C(F)(F)F)NCC)C2 (4-((1R,4R)-2-oxa-5-azabicyclo[2.2.1]heptan-5-yl)piperidin-1-yl)(7-((4-(ethylamino)-3-(trifluoromethyl)-1H-pyrrolo[2,3-b]pyridin-6-yl)amino)-2,3-dihydrobenzo-furan-4-yl)methanone